N-((2-(2,6-dioxopiperidin-3-yl)-1-oxoisoindolin-5-yl)methyl)-2,2-difluoro-2-(3-(2-hydroxyethoxy)phenyl)acetamide O=C1NC(CCC1N1C(C2=CC=C(C=C2C1)CNC(C(C1=CC(=CC=C1)OCCO)(F)F)=O)=O)=O